FC(C1CC1)F 1-(difluoromethyl)cyclopropane